6-(5-((4-([1,1'-biphenyl]-3-yl)-5-chloropyrimidin-2-yl)amino)pyridin-3-yl)-2,6-diazaspiro[3.4]octan-7-one C1(=CC(=CC=C1)C1=NC(=NC=C1Cl)NC=1C=C(C=NC1)N1CC2(CNC2)CC1=O)C1=CC=CC=C1